fluoro-2-((4-fluoro-2-formylphenyl)amino)-4-(trifluoromethyl)-benzoic acid methyl ester COC(C1=C(C(=C(C=C1)C(F)(F)F)F)NC1=C(C=C(C=C1)F)C=O)=O